4-phenylpiperidine-4-carbonitrile hydrochloride Cl.C1(=CC=CC=C1)C1(CCNCC1)C#N